3-oxo-5,7-dihydro-2H-cyclopenta[c]pyridine-6,6-dicarboxylic acid dimethyl ester COC(=O)C1(CC=2C(=CNC(C2)=O)C1)C(=O)OC